C(C)(C)(C)OC(NS(NC1=CC(=CC=C1)C1=NN(C(C2=CC=CC=C12)=O)CC1=CC=CC=C1)(=O)=O)=O (N-(3-(3-benzyl-4-oxo-3,4-dihydro-phthalazin-1-yl)phenyl)sulfamoyl)carbamic acid tert-butyl ester